S(=O)(=O)=C1NC=CC(=N1)C(=O)N 2-sulfonyl-pyrimidine-4-amide